Methyl 2-((2-(tert-butoxycarbonyl)-2-azabicyclo[4.1.0]heptan-5-yl)methyl)-1-(thiazol-5-ylmethyl)-1H-benzo[d]imidazole-6-carboxylate C(C)(C)(C)OC(=O)N1C2CC2C(CC1)CC1=NC2=C(N1CC1=CN=CS1)C=C(C=C2)C(=O)OC